tert-butyl (1S,4S)-5-benzyl-6-(2,2,2-trifluoro-1-((trimethylsilyl) oxy) ethyl)-2,5-diazabicyclo[2.2.1]heptane-2-carboxylate C(C1=CC=CC=C1)N1[C@@H]2CN([C@H](C1C(C(F)(F)F)O[Si](C)(C)C)C2)C(=O)OC(C)(C)C